O1C=CC=C1S(=O)(=O)O furan-5-sulfonic acid